C(C=C)(=O)OCOC(C=C)=O methanediol diacrylate